7-((3R,4S)-4-((4-chloro-2-methoxyphenyl)amino)-3-methylpiperidin-1-yl)-2,4-dimethyl-5-oxo-4,5-dihydrothiazolo[5,4-b]pyridine-6-carbonitrile ClC1=CC(=C(C=C1)N[C@@H]1[C@@H](CN(CC1)C=1C2=C(N(C(C1C#N)=O)C)SC(=N2)C)C)OC